FC(C(/C=C/[C@H]1[C@@H](C[C@H]2[C@@H]1CCC1=C(O2)C=C(C=C1)C(=O)NS(=O)(=O)C)F)O)(C1=CC=CC=C1)F (1R,2R,3aS,10aR)-1-[(1E,3ξ)-4,4-difluoro-3-hydroxy-4-phenyl-1-buten-1-yl]-2-fluoro-N-(methylsulfonyl)-2,3,3a,9,10,10a-hexahydro-1H-benzo[b]cyclopenta[f]oxepin-6-carboxamide